[Ni](Br)Br nickel (II) bromide